(+)-1-methyl-4-[4-(5-methyl-1,3-benzoxazol-2-yl)piperidin-1-yl]-2-oxo-7-[(oxolan-3-yl)oxy]-1,2-dihydroquinoline-3-carboxamide CN1C(C(=C(C2=CC=C(C=C12)OC1COCC1)N1CCC(CC1)C=1OC2=C(N1)C=C(C=C2)C)C(=O)N)=O